6-fluoro-4-(hydroxymethyl)-2-methyl-2,3-dihydrobenzofuran-7-carbonitrile FC1=C(C2=C(CC(O2)C)C(=C1)CO)C#N